(S)-N-(2-Chloro-6-fluorophenyl)-4-(3-ethyl-3-propylureido)-5-fluoro-2-((1,1,1-trifluoropropan-2-yl)oxy)benzamide ClC1=C(C(=CC=C1)F)NC(C1=C(C=C(C(=C1)F)NC(=O)N(CCC)CC)O[C@H](C(F)(F)F)C)=O